Ethyl (3R,6R)-10-methyl-9-((3,4,5-trifluorophenyl)carbamoyl)-3,4,6,7-tetrahydro-10H-3,6-methanopyrrolo[3,4-b][1,4,5,8]oxathiadiazecine-5(2H)-carboxylate 1,1-dioxide CN1C(=C2OC[C@@H]3N(C[C@H](NS(C2=C1)(=O)=O)C3)C(=O)OCC)C(NC3=CC(=C(C(=C3)F)F)F)=O